NC=1N(C=2C(=NC3=CC=C(C=C3N2)C)N1)C 2-amino-3,6-dimethylimidazo[4,5-b]quinoxaline